(R)-4-(4-((4'-chloro-4-formyl-4-methyl-3,4,5,6-tetrahydro-[1,1'-biphenyl]-2-yl)methyl)piperazin-1-yl)benzoic acid ClC1=CC=C(C=C1)C1=C(C[C@](CC1)(C)C=O)CN1CCN(CC1)C1=CC=C(C(=O)O)C=C1